COC(=O)C=1OC2=C(C1O)C=C(C=C2)C(F)(F)F 3-Hydroxy-5-(trifluoromethyl)benzofuran-2-carboxylic acid methyl ester